N1[13C@@H](CCC1)C(=O)O proline-13C1